magnesium stearate hydroxide [OH-].C(CCCCCCCCCCCCCCCCC)(=O)[O-].[Mg+2]